Cl.O1C[C@@H](CC1)OC=1C=C(C=CC1)[C@H](C)N (S)-1-(3-(((R)-tetrahydrofuran-3-yl)oxy)phenyl)ethan-1-amine hydrochloride